[I-].N1CCNCC1 piperazine Iodide